4,7-dichloro-2-(4-fluorophenyl)-5-methylpyrrolo[2,1-f][1,2,4]triazine ClC1=NC(=NN2C1=C(C=C2Cl)C)C2=CC=C(C=C2)F